N-methyl-N'-phenyl-oxamide CNC(=O)C(=O)NC1=CC=CC=C1